N-(1-(1-(2,4-bis(trifluoromethyl)phenyl)ethyl)-3-methyl-1H-pyrazol-4-yl)-5-(pyridin-2-yl)-1,3,4-thiadiazole-2-carboxamide FC(C1=C(C=CC(=C1)C(F)(F)F)C(C)N1N=C(C(=C1)NC(=O)C=1SC(=NN1)C1=NC=CC=C1)C)(F)F